(R)-6-(2-(6-methyl-2-(trifluoromethyl)pyrimidin-4-yl)-2,6-diazaspiro[3.4]octan-6-yl)-1-(tetrahydrofuran-3-yl)-1H-pyrazolo[3,4-b]pyrazine CC1=CC(=NC(=N1)C(F)(F)F)N1CC2(C1)CN(CC2)C2=CN=C1C(=N2)N(N=C1)[C@H]1COCC1